4-(2-(2,4-difluorophenoxy)-5-(ethylsulfonamido)phenyl)-2-methyl-6-vinylpyridine 1-oxide FC1=C(OC2=C(C=C(C=C2)NS(=O)(=O)CC)C2=CC(=[N+](C(=C2)C=C)[O-])C)C=CC(=C1)F